ruthenium carbon [C].[Ru]